C(C)(C)(C)OC(=O)N1C[C@@H](CC1)NC1=NC(=NC=C1CNC1=C(C=CC=C1C)F)Cl tert-butyl-(3R)-3-[[2-chloro-5-[(2-fluoro-6-methyl-anilino)methyl] pyrimidin-4-yl]amino]pyrrolidine-1-carboxylate